BrC=1N=CC(=NC1)OC1=CC(=NC2=CC(=C(C=C12)C(=O)NC)OC)[2H] 4-((5-bromopyrazin-2-yl)oxy)-7-methoxy-N-methylquinoline-6-carboxamide-2-d